5'-(pentafluorosulfanyl)-m-terphenyl FS(C=1C=C(C=C(C1)C1=CC=CC=C1)C1=CC=CC=C1)(F)(F)(F)F